ClC1=C2C(=CNC2=C(C=C1)NS(=O)(=O)C=1C(=NN(C1)CC(C)(C)O)F)C#N N-(4-chloro-3-cyano-1H-indol-7-yl)-3-fluoro-1-(2-hydroxy-2-methyl-propyl)pyrazole-4-sulfonamide